6-Methoxychroman-2-one COC=1C=C2CCC(OC2=CC1)=O